1-(5-(4-phenyl-3,4-dihydro-1H-benzo[4,5]imidazo[2,1-c][1,4]oxazin-7-yl)pyrimidin-2-yl)piperidine-4-carboxylic acid C1(=CC=CC=C1)C1N2C(COC1)=NC1=C2C=C(C=C1)C=1C=NC(=NC1)N1CCC(CC1)C(=O)O